SC1=NN2C(C(=N1)O)=CC=C2 2-mercapto-4-hydroxypyrrolo[2,1-f][1,2,4]triazine